(3S)-4-{4-[3-(3-methylpiperidin-1-yl)propoxy]phenyl}pyridine 1-oxide 1-hydroxy-2-naphthoate OC1=C(C=CC2=CC=CC=C12)C(=O)O.C[C@@H]1CN(CCC1)CCCOC1=CC=C(C=C1)C1=CC=[N+](C=C1)[O-]